2-[[5-[3-[[1-[(3-aminophenyl)methylsulfonyl]-4-piperidyl]amino]-2-fluoro-phenyl]-2-tert-butoxycarbonyl-4-chloro-3-thienyl]oxy]acetic acid NC=1C=C(C=CC1)CS(=O)(=O)N1CCC(CC1)NC=1C(=C(C=CC1)C1=C(C(=C(S1)C(=O)OC(C)(C)C)OCC(=O)O)Cl)F